3-methyl-4-(6-(2-(3-methylbenzylidene)hydrazinyl)-9-(pyridin-3-yl)-9H-purin-2-yl)morpholine CC1N(CCOC1)C1=NC(=C2N=CN(C2=N1)C=1C=NC=CC1)NN=CC1=CC(=CC=C1)C